1,1'-di(aminoethyl)ferrocene NCC[C-]1C=CC=C1.[C-]1(C=CC=C1)CCN.[Fe+2]